4-(4-iodo-2-methyl-pyrazol-3-yl)-1,3-dihydroisobenzofuran-5-carbonitrile IC1=C(N(N=C1)C)C1=C2COCC2=CC=C1C#N